O=C1NC(CCC1NC1=CC=C(CN2CCN(CC2)C=2OC=3C(=NC(=C(C3)NC(=O)C=3N=C(OC3)C3=CC(=NC=C3)C)N3C[C@@H](CC3)O)N2)C=C1)=O N-(2-(4-(4-((2,6-dioxopiperidin-3-yl)amino)benzyl)piperazin-1-yl)-5-((R)-3-hydroxypyrrolidin-1-yl)oxazolo[4,5-b]pyridin-6-yl)-2-(2-methylpyridin-4-yl)oxazole-4-carboxamide